C[C@@H]1N(C2=CC=CC=C2[C@@H](C1)NC1=CC=C(OCCCNC(OC(C)(C)C)=O)C=C1)C(CC)=O tert-butyl (3-(4-(((2S,4R)-2-methyl-1-propionyl-1,2,3,4-tetrahydroquinolin-4-yl)amino)phenoxy)propyl)carbamate